[Si](C)(C)(C(C)(C)C)OC[C@@H](COC1=NN(C(=C1[N+](=O)[O-])C)C=1C(=NC=C(C1)F)C)F (R)-3-(3-(3-((tert-butyldimethylsilyl)oxy)-2-fluoropropoxy)-5-methyl-4-nitro-1H-pyrazol-1-yl)-5-fluoro-2-methylpyridine